N-(2-((2,5-dichloropyrimidin-4-yl)amino)-6-isopropylphenyl)-N-methylmethanesulfonamide ClC1=NC=C(C(=N1)NC1=C(C(=CC=C1)C(C)C)N(S(=O)(=O)C)C)Cl